(2R)-N-((R)-(2-fluoro-4-(trifluoromethoxy)phenyl)(trans-3-(trifluoromethyl)-cyclobutyl)-methyl)-2-methyl-3-oxopiperazine-1-carboxamide FC1=C(C=CC(=C1)OC(F)(F)F)[C@H](NC(=O)N1[C@@H](C(NCC1)=O)C)[C@@H]1C[C@H](C1)C(F)(F)F